COC=1C=CC2=C(OCCN2C(CNC(OC(C)(C)C)=O)=O)C1 tert-butyl (2-(7-methoxy-2,3-dihydro-4H-benzo[b][1,4]oxazin-4-yl)-2-oxoethyl)carbamate